FC1=CC=C(C(=O)N[C@H](C(=O)NC2=CC(=C(C=C2)S(=O)(=O)Cl)OC)CC2=CC=CC=C2)C=C1 (S)-4-(2-(4-fluorobenzamido)-3-phenylpropanamido)-2-methoxybenzene-1-sulfonyl chloride